S1C(=NC2=C1C=CC=C2)NC(=O)C=2C=CC=C1CCN(CC21)C2=CC=C(C(=N2)C(=O)O)C=2C=NN(C2C)CC2(CCCCC2)OCCOC 6-[8-(1,3-benzothiazol-2-ylcarbamoyl)-3,4-dihydroisoquinolin-2(1H)-yl]-3-(1-{[1-(2-methoxyethoxy)cyclohexyl]methyl}-5-methyl-1H-pyrazol-4-yl)pyridine-2-carboxylic acid